O=S.[Se].[Li] lithium selenium oxysulfide